C(C)(C)(C)C1N(CCN(C1)C1CC1)C(=O)C=1C=C2C(=C(N(C2=C(C1)C=1C(=NC(=CC1)C)CC)CC1CC1)C=1CNCCC1)F 2-Tert-butyl-(1-(cyclopropylmethyl)-7-(2-ethyl-6-methylpyridin-3-yl)-3-fluoro-2-(1,2,5,6-tetrahydropyridin-3-yl)-1H-indol-5-yl)(4-cyclopropylpiperazin-1-yl)methanone